C(C1=CC=CC=C1)N1CC[C@@H](CCC1)C=1C=C2CN(C(C2=CC1)=O)[C@H]1C(NC(CC1)=O)=O (R)-3-(5-((R)-1-benzylazepan-4-yl)-1-oxoisoindolin-2-yl)piperidine-2,6-dione